perfluorotripentylamine FC(C(C(C(C(F)(F)F)(F)F)(F)F)(F)F)(N(C(C(C(C(C(F)(F)F)(F)F)(F)F)(F)F)(F)F)C(C(C(C(C(F)(F)F)(F)F)(F)F)(F)F)(F)F)F